tert-butyl (5-chloro-2-(2-chloro-4-fluorophenyl)-1-ethyl-6-oxo-1,6-dihydropyridin-3-yl)carbamate ClC1=CC(=C(N(C1=O)CC)C1=C(C=C(C=C1)F)Cl)NC(OC(C)(C)C)=O